5-chloro-2-(pyridin-4-yl)-pyridin-3-yl 3-[4-(2-aminothiazol-4-yl)-1H-1,2,3-triazol-1-yl]-3-deoxy-2-O-methyl-1-thio-alpha-D-galactopyranoside NC=1SC=C(N1)C=1N=NN(C1)[C@@H]1[C@H]([C@@H](SC=2C(=NC=C(C2)Cl)C2=CC=NC=C2)O[C@@H]([C@@H]1O)CO)OC